CN1C(C=2N(CC(C1)C1=CC=NN1C)N=C1C2CN(CC1)C(=O)OC(C)(C)C)=O tert-butyl 10-methyl-8-(1-methyl-1H-pyrazol-5-yl)-11-oxo-3,4,8,9,10,11-hexahydro-1H-pyrido[4',3':3,4]-pyrazolo[1,5-a][1,4]diazepine-2(7H)-carboxylate